Ethyl 3-(5-fluoro-6-(((tetrahydro-2H-pyran-2-yl)oxy)methyl)pyridin-3-yl)propanoate FC=1C=C(C=NC1COC1OCCCC1)CCC(=O)OCC